C(C(C)C)C1CC2C=CC1C2 6-isobutylbicyclo[2.2.1]Hept-2-ene